N,N'-difurfurylethane-1,2-diamine C(C1=CC=CO1)NCCNCC1=CC=CO1